5-Cyclopropyl-2-methyl-1,2,3,4-tetrahydroisoquinolin-7-amine C1(CC1)C1=C2CCN(CC2=CC(=C1)N)C